NC1=NC(=CC(=C1)C=1C=2N(C(=NC1C1=CC=C(C=C1)F)N)N=C(N2)CC2=C(C=CC=C2F)F)C 8-(2-amino-6-methylpyridin-4-yl)-2-(2,6-difluorobenzyl)-7-(4-fluorophenyl)-[1,2,4]triazolo[1,5-c]pyrimidin-5-amine